C(C=C)(=O)N1[C@@H](C[C@H](CC1)N1N=NC=2C(=NC=3C(=C(C(=CC3C21)Cl)C2=C(C(=CC=C2)Cl)Cl)F)N2CC(C2)N(C)C)CC#N 2-((2S,4S)-1-acryloyl-4-(8-chloro-7-(2,3-dichlorophenyl)-4-(3-(dimethylamino)azetidin-1-yl)-6-fluoro-1H-[1,2,3]triazolo[4,5-c]quinolin-1-yl)piperidin-2-yl)acetonitrile